methoxyacetic acid, 3-tetradecyl ester COCC(=O)OC(CC)CCCCCCCCCCC